2-methanesulfonylpyridin CS(=O)(=O)C1=NC=CC=C1